2-(quinoxalin-5-yl)acetamide N1=CC=NC2=C(C=CC=C12)CC(=O)N